benzyl [(1S,3S,5R)-3-(1,3-oxazol-2-yl)-5-{[6-(2,2,2-trifluoroethyl)thieno[2,3-d]pyrimidin-4-yl]amino}cyclohexyl]carbamate O1C(=NC=C1)[C@@H]1C[C@@H](C[C@@H](C1)NC=1C2=C(N=CN1)SC(=C2)CC(F)(F)F)NC(OCC2=CC=CC=C2)=O